ClC1=NC=CC=C1N1C(C=CC1=O)=O N-(2-chloropyridin-3-yl)maleimide